O=C1OCC2=CC(=CC=C12)OC[C@@H]1N(CCCC1)C(=O)OCC1=CC=CC=C1 benzyl (R)-2-(((1-oxo-1,3-dihydroisobenzofuran-5-yl)oxy)methyl)piperidine-1-carboxylate